CC1=CC=C(OCC(=O)N(CC=2SC=CC2)C2=NNC=C2)C=C1 2-(4-methylphenoxy)-N-(1H-pyrazole-3-yl)-N-(2-thienylmethyl)acetamide